[N+](=O)([O-])C=1C=C2N=CC(N(C2=CC1)CC1=CC(=CC=C1)OC(F)(F)F)=O 6-nitro-1-(3-(trifluoromethoxy)benzyl)quinoxalin-2(1H)-one